(2R,3S)-3-(4-amino-3-fluorophenyl)-2-propanamidobutanoic acid methyl ester COC([C@@H]([C@@H](C)C1=CC(=C(C=C1)N)F)NC(CC)=O)=O